3-(1-(2-(2-(methylamino)ethoxy)ethyl)-1H-pyrazol-3-yl)-N-(3-((3-methylbenzyl)oxy)propyl)propan-1-amine CNCCOCCN1N=C(C=C1)CCCNCCCOCC1=CC(=CC=C1)C